Cl.NC=1C=C(C(=NC1)C)NC(=O)C=1C=NN2C1SC(=C2)C=2C=NN(C2)CCO N-(5-amino-2-methylpyridin-3-yl)-2-(1-(2-hydroxyethyl)-1H-pyrazol-4-yl)pyrazolo[5,1-b]Thiazole-7-carboxamide hydrochloride